3-benzothiazole C1=CC(=CC=C1OC2=NC3=C(S2)C=C(C=C3)Br)OC(F)(F)F